3-(2-{2-[(dimethylamino)methyl]-2,3-dihydro-1,4-benzodioxin-6-ylamino}-4-pyrimidinylamino)-2-quinolinecarboxamide CN(C)CC1COC2=C(O1)C=CC(=C2)NC2=NC=CC(=N2)NC=2C(=NC1=CC=CC=C1C2)C(=O)N